8-chloro-deoxyadenosine ClC=1N([C@H]2C[C@H](O)[C@@H](CO)O2)C=2N=CN=C(C2N1)N